(R)-N-(3''-fluoro-5''-methoxy-2,2'-dimethyl-4''-((((5-oxopyrrolidin-2-yl)methyl)amino)methyl)-[1,1':3',1''-terphenyl]-3-yl)-1-methyl-2-oxo-1,2-dihydropyridine-3-carboxamide FC=1C=C(C=C(C1CNC[C@@H]1NC(CC1)=O)OC)C=1C(=C(C=CC1)C1=C(C(=CC=C1)NC(=O)C=1C(N(C=CC1)C)=O)C)C